benzo[d]thiazole-5-carboxamide S1C=NC2=C1C=CC(=C2)C(=O)N